C(C1=CC=2OCOC2C=C1)(=O)O Piperonylic acid